2-[2-chloro-4-(tri-fluoromethoxy)-phenoxy]-N-(4-methylsulfonyl-phenyl)-5-(trifluoro-methyl)pyridine-3-carboxamide ClC1=C(OC2=NC=C(C=C2C(=O)NC2=CC=C(C=C2)S(=O)(=O)C)C(F)(F)F)C=CC(=C1)OC(F)(F)F